2-(bromomethyl)-4,6-dimethylpyridine BrCC1=NC(=CC(=C1)C)C